2-(benzyloxy)-5-hydroxypyridineethanol C(C1=CC=CC=C1)OC1(NC=C(C=C1)O)CCO